Cl.O=C1CC=C2C(N=CN=C2)=N1 7-oxopyrido[2,3-d]pyrimidine hydrochloride